BrC1=C2C=CN(C2=CC=C1)C1C(CN(CC1)C(=O)OC(C)(C)C)(F)F tert-butyl 4-(4-bromo-1H-indol-1-yl)-3,3-difluoropiperidine-1-carboxylate